FC=1C=CC=2C3=C(NC2C1)N=CC=N3 7-fluoro-5H-pyrazino[2,3-b]indole